CSCC1=C(C=CC(=C1)[N+](=O)[O-])C1(CC1)C#N 1-(2-((methylthio)methyl)-4-nitrophenyl)cyclopropane-1-carbonitrile